COC1=CC=C(CN2N=NC(=C2)[C@H]2[C@@H](C2)CN)C=C1 Trans-(2-(1-(4-methoxybenzyl)-1H-1,2,3-triazol-4-yl)cyclopropyl)methanamine